N-[6-methyl-2-oxo-5-phenyl-1-[2-(3-prop-2-ynyloxypropoxy)ethyl]-3-piperidinyl]carbamic acid tert-butyl ester C(C)(C)(C)OC(NC1C(N(C(C(C1)C1=CC=CC=C1)C)CCOCCCOCC#C)=O)=O